COC1=CC=C(C=C1)N1N=CC(=N1)C12CC(C1)(C2)NC(=O)C2=NC(=NS2)C2(CC2)S(=O)(=O)C N-[3-[2-(4-methoxyphenyl)triazol-4-yl]-1-bicyclo[1.1.1]pentanyl]-3-(1-methylsulfonylcyclopropyl)-1,2,4-thiadiazole-5-carboxamide